(α-methyl)-styrene CC(=C)C1=CC=CC=C1